COC1=NOC(=C1)C(=O)N1CC2(CN(C2)C2=CN=CC(=N2)C=2C=C3CCC(N(C3=CC2)C)=O)C1 6-[6-[6-(3-Methoxyisoxazol-5-carbonyl)-2,6-diazaspiro[3.3]hept-2-yl]-pyrazin-2-yl]-1-methyl-3,4-dihydro-1H-chinolin-2-on